(1S,2R)-1-amino-2-indenol N[C@@H]1C(=CC2=CC=CC=C12)O